[Na+].C(\C=C/C(=O)[O-])(=O)[O-].[Na+] Maleic acid, sodium salt